BrC=1C=C2C(=NC1)N(N=C2CCO)COCC[Si](C)(C)C 2-(5-bromo-1-[[2-(trimethylsilyl)ethoxy]methyl]pyrazolo[3,4-b]pyridin-3-yl)ethanol